(4S)-4-(2-(1-Ethyl-3-(trifluoromethyl)-1H-pyrazol-4-yl)phenyl)-6-((E)-4-((3-methyltetrahydrofuran-3-yl)amino)but-2-enoyl)-4,5,6,7-tetrahydrothieno[2,3-c]pyridine-2-carbonitrile C(C)N1N=C(C(=C1)C1=C(C=CC=C1)[C@H]1C2=C(CN(C1)C(\C=C\CNC1(COCC1)C)=O)SC(=C2)C#N)C(F)(F)F